C(CCCCCCC\C=C/CCCCCCCC)N(C(=O)C1OCC(O1)CN(C)C)CCCCCCCC\C=C/CCCCCCCC 2-dioleylcarbamoyl-4-dimethylaminomethyl-[1,3]-dioxolan